(1S,3aR,6aS)-2-((R)-2-acetamido-2-phenylacetyl)-N-((R,Z)-4-fluoro-4-(methylsulfonyl)-1-((R)-2-oxopyrrolidin-3-yl)but-3-en-2-yl)octahydrocyclopenta[c]pyrrole-1-carboxamide C(C)(=O)N[C@@H](C(=O)N1[C@@H]([C@@H]2[C@H](C1)CCC2)C(=O)N[C@H](C[C@@H]2C(NCC2)=O)\C=C(/S(=O)(=O)C)\F)C2=CC=CC=C2